C(CCCCCCCCC)C(CCCCCCCCCCCCO)C 13-decyltetradecanol